adamantane-1-carboxylic acid 2-(2-bromo-2,2-difluoroacetoxy)-ethyl ester BrC(C(=O)OCCOC(=O)C12CC3CC(CC(C1)C3)C2)(F)F